N1(CCNCC1)CCCNC(C)=O N-(3-(piperazin-1-yl)propyl)acetamide